ClC=1C(=CC(=C(C(=O)N)C1)N1CCC(CCC1)(F)F)C(F)(F)F 5-chloro-2-(4,4-difluoroazepan-1-yl)-4-trifluoromethylbenzamide